C(C)(C)(C)OC(=O)N[C@@H](CCCCNC(C)=O)C(=O)O N-t-Butoxycarbonyl-N'-(acetyl)-L-lysine